(1R,4R)-2-(7-Chloro-1H-benzo[d]imidazole-2-carbonyl)-1,4-dimethyl-1,2,3,4-tetrahydropyrrolo[1,2-a]pyrazine-6-carbonitrile ClC1=CC=CC2=C1NC(=N2)C(=O)N2[C@@H](C=1N([C@@H](C2)C)C(=CC1)C#N)C